(3r,4r)-1-(1-((1S)-1-(2,4-difluorophenyl)ethyl)-5,6-difluoro-1H-benzoimidazol-2-yl)-4-fluoro-3-piperidinamine FC1=C(C=CC(=C1)F)[C@H](C)N1C(=NC2=C1C=C(C(=C2)F)F)N2C[C@H]([C@@H](CC2)F)N